NS(=O)(=O)C1=CC=C(C=C1)CCNC=1C2=C(N=CN1)OC(=C2C=2C=CC(=C(C2)NC(C=C)=O)N(C)CCN(C)C)C2=CC=CC=C2 N-(5-[4-({2-[4-(Aminosulfonyl)phenyl]ethyl}amino)-6-phenylfuro-[2,3-d]pyrimidin-5-yl]-2-{[2-(dimethylamino)ethyl](methyl)amino}phenyl)prop-2-enamide